ethyl 2-(2-((tert-butoxycarbonyl)(2,2,2-trifluoroethyl)amino)pyridin-4-yl)oxazole-4-carboxylate C(C)(C)(C)OC(=O)N(C1=NC=CC(=C1)C=1OC=C(N1)C(=O)OCC)CC(F)(F)F